NCCOCCOCCNC1=NC(=NC(=N1)NC1CCCC1)C1=CC=C(C=C1)OC N2-[2-[2-(2-aminoethoxy)ethoxy]ethyl]-N4-cyclopentyl-6-(4-methoxyphenyl)-1,3,5-triazine-2,4-diamine